C1(CCCCC1)NC(OC1=CC(=C(C=C1)SC)C=1C=NC=C(C1)C=1OC=NN1)=O 3-(5-(1,3,4-oxadiazol-2-yl)pyridin-3-yl)-4-(methylthio)phenyl cyclohexylcarbamate